pyridine-3,5-dicarboxamide N1=CC(=CC(=C1)C(=O)N)C(=O)N